ClC1=CC=C(COC=2C=NC(=NC2)N2C[C@@H](CC2)O)C=C1 (R)-1-(5-((4-chlorobenzyl)oxy)pyrimidin-2-yl)pyrrolidin-3-ol